N-(4-(1H-Tetrazol-5-yl)benzyl)-1-methyl-3-((3-(trifluoromethyl)phenyl)amino)-1H-indole-2-Carboxamide N1N=NN=C1C1=CC=C(CNC(=O)C=2N(C3=CC=CC=C3C2NC2=CC(=CC=C2)C(F)(F)F)C)C=C1